4-{[4-(2-methanesulfonylethanesulfonyl)phenoxy]methyl}-2-methylpyrrolidine CS(=O)(=O)CCS(=O)(=O)C1=CC=C(OCC2CC(NC2)C)C=C1